2,3,5-trifluorobromobenzene C1=C(C=C(C(=C1F)F)Br)F